(1S,5R)-4-(3-hydroxystyryl)-6,6-dimethylbicyclo[3.1.1]hept-3-en-2-one OC=1C=C(C=CC2=CC([C@@H]3C([C@H]2C3)(C)C)=O)C=CC1